N1=C(C=CC=2CCCNC12)CCCCO[C@H]1CN(CC1)C(C(=O)O)C1=CC(=CC=C1)C(F)(F)F 2-((R)-3-(4-(5,6,7,8-tetrahydro-1,8-naphthyridin-2-yl)butoxy)pyrrolidin-1-yl)-2-(3-(trifluoromethyl)phenyl)acetic acid